C(C)(C)(C)OC(=O)N1C[C@@H]([C@H](C1)O)N1C(=CC(C2=CC(=CC=C12)F)=C=O)C (3S,4S)-3-(6-fluoro-2-methyl-4-carbonylquinolin-1(4H)-yl)-4-hydroxypyrrolidine-1-carboxylic acid tert-butyl ester